2,5-dimethyl-4-butoxyphenol CC1=C(C=C(C(=C1)OCCCC)C)O